FC=1C=CC=C(C=O)C1 5-fluorobenzaldehyde